COC1=NC=CC=C1COC1=CC=C2C=C(NC2=C1)C.[K] potassium 6-((2-methoxypyridin-3-yl)methoxy)-2-methylindole